N1=C(C=CC=C1)C=CC1=NC=CC=C1 1,2-dipyridylethylene